(R)-1-(4-(3-(3-methyl-4-(((1-phenylethoxy)carbonyl)amino)isoxazol-5-yl)azetidin-1-yl)phenyl)cyclopropane-1-carboxylic acid CC1=NOC(=C1NC(=O)O[C@H](C)C1=CC=CC=C1)C1CN(C1)C1=CC=C(C=C1)C1(CC1)C(=O)O